N-[[4-[4-amino-1-(3-hydroxycyclohexyl)pyrazolo[3,4-d]pyrimidin-3-yl]phenyl]methyl]-2-methoxy-benzamide NC1=C2C(=NC=N1)N(N=C2C2=CC=C(C=C2)CNC(C2=C(C=CC=C2)OC)=O)C2CC(CCC2)O